(4-phenyltetrahydro-2H-pyran-4-yl)methanone tert-butyl-N-[(3R)-5-[(4-chlorophenyl)methyl]-7-cyano-4-oxo-2,3-dihydro-1,5-benzothiazepin-3-yl]carbamate C(C)(C)(C)OC(N[C@H]1CSC2=C(N(C1=O)CC1=CC=C(C=C1)Cl)C=C(C=C2)C#N)=O.C2(=CC=CC=C2)C2(CCOCC2)C=O